N12CCN(CC1)CC2 1,4-diazabicyclo-(2.2.2)-octane